ClC1=C2CCN([C@@H](C2=C(C=C1)OCC=1N=NN(C1C(F)(F)F)C)CN1C(CCC1)=O)C(=O)OC(C)(C)C Tert-butyl (S)-5-chloro-8-((1-methyl-5-(trifluoromethyl)-1H-1,2,3-triazol-4-yl) methoxy)-1-((2-oxopyrrolidin-1-yl) methyl)-3,4-dihydroisoquinoline-2(1H)-carboxylate